FC1=C(C=CC(=C1)C)C1=C(NC=2C3=C(CCC12)C=CC=C3)C(=O)OC methyl 3-(2-fluoro-4-methylphenyl)-4,5-dihydro-1H-benzo[g]indole-2-carboxylate